NC1=CC(=C(C(=O)NC2=NC(=NC(=C2)C)N2CCC(CC2)(F)F)C(=C1)N1C[C@H]2C[C@]2(CC1)C)F 4-amino-N-(2-(4,4-difluoropiperidin-1-yl)-6-methylpyrimidin-4-yl)-2-fluoro-6-((1S,6S)-6-methyl-3-azabicyclo[4.1.0]heptan-3-yl)benzamide